S(=O)(=O)([O-])[O-].[K+].[K+] dipotassium Sulfate